O[C@]1(C(N(CC1)C)=O)C1=CC(=NO1)C1=NC(=CC=C1)C1=NC(=NC=C1)NC=1C=NN(C1C)C1CCOCC1 (S)-3-Hydroxy-1-methyl-3-(3-(6-(2-((5-methyl-1-(tetrahydro-2H-pyran-4-yl)-1H-pyrazol-4-yl)amino)pyrimidin-4-yl)pyridin-2-yl)isoxazol-5-yl)pyrrolidin-2-one